CN(C(OC1=CC2=C(C=C1)C1(COC1)N(C(O2)=O)CC2=C(C(=CC=C2)N)F)=O)C 3-[(3-amino-2-fluorophenyl)methyl]-2-oxo-2,3-dihydrospiro[1,3-benzoxazine-4,3'-oxetan]-7-yl N,N-dimethylcarbamate